CO[Si](CCCN=C=O)(OC)OC 3-(trimethoxysilyl)propyl isocyanate